5,5'-oxybis(N-octadecenyl-3-hydroxypyridin-4-one) O(C=1C(C(=CN(C1)C=CCCCCCCCCCCCCCCCC)O)=O)C=1C(C(=CN(C1)C=CCCCCCCCCCCCCCCCC)O)=O